(S)-2-(2,5-difluoro-4-(6-((5-(methoxymethyl)-1,3,4-thiadiazol-2-yl)methoxy)pyridin-2-yl)benzyl)-1-(oxetan-2-ylmethyl)-1H-benzo[d]imidazole-6-carboxylic acid FC1=C(CC2=NC3=C(N2C[C@H]2OCC2)C=C(C=C3)C(=O)O)C=C(C(=C1)C1=NC(=CC=C1)OCC=1SC(=NN1)COC)F